1-benzyl-4-[2-methyl-4-({(1R)-1-[2-methyl-3-(trifluoromethyl)phenyl]ethyl}amino)pyrido[3,4-d]pyrimidin-6-yl]-1,4lambda5-azaphosphinan-4-one C(C1=CC=CC=C1)N1CCP(CC1)(=O)C1=CC2=C(N=C(N=C2N[C@H](C)C2=C(C(=CC=C2)C(F)(F)F)C)C)C=N1